Dimethyl 4,4'-(5,5'-Dihydroxy-4,4'-dioxo-4H,4'H-[6,6'-bichromene]-2,2'-diyl)dibutyrate OC1=C2C(C=C(OC2=CC=C1C=1C(=C2C(C=C(OC2=CC1)CCCC(=O)OC)=O)O)CCCC(=O)OC)=O